4-methyl-N-(3-phenyl-4,5-dihydroisoxazol-5-yl)benzenesulfonamide CC1=CC=C(C=C1)S(=O)(=O)NC1CC(=NO1)C1=CC=CC=C1